C1=CC=C(C23C4(C=C(C=CC4=CC=C12)O)C3)O cyclopropa[e]phenanthrene-4,7-diol